CS(=O)(=O)NCC(=O)NC1=CC=2N(C=C1)N=CC2C2=NC(=CC=C2)C2CNCCC2 2-(methylsulfonamido)-N-(3-(6-(piperidin-3-yl)pyridin-2-yl)pyrazolo[1,5-a]pyridin-5-yl)acetamide